ClC=1C=C2CC(C3(C2=CC1Cl)NC1=C(OC3=O)C=CC=C1)C(CC)=O 5',6'-dichloro-2'-propionyl-2',3'-dihydro-2H,4H-spiro[benzo[b][1,4]oxazin-3,1'-indene]-2-one